7-(4-(5-cyano-4-(4-cyano-3-fluorophenyl)-6-(4-(methylamino)piperidin-1-yl)pyridin-3-yl)-2-hydroxyphenoxy)-N-hydroxyheptanamide hydrochloride Cl.C(#N)C=1C(=C(C=NC1N1CCC(CC1)NC)C1=CC(=C(OCCCCCCC(=O)NO)C=C1)O)C1=CC(=C(C=C1)C#N)F